N1C=NC2=C1C=CC=C2N2CCC(CC2)(O)CCO 1-(1H-benzimidazol-4-yl)-4-(2-hydroxyethyl)piperidin-4-ol